N-(1,1-dimethyl-2-hydroxyethyl)-2,2-diethyl-butanamide CC(CO)(C)NC(C(CC)(CC)CC)=O